(R)-5-((3-(5-(3,5-difluorophenyl)-4,5-dihydro-1H-pyrazole-1-carbonyl)bicyclo[1.1.1]pentan-1-yl)methoxy)pyrazine-2-carbonitrile FC=1C=C(C=C(C1)F)[C@H]1CC=NN1C(=O)C12CC(C1)(C2)COC=2N=CC(=NC2)C#N